(R)-4-(4-cyclopropylpyrazolo[1,5-a]pyridin-2-yl)-5-(pyrazin-2-yl)-4,5,6,7-tetrahydro-1H-imidazo[4,5-c]pyridine C1(CC1)C=1C=2N(C=CC1)N=C(C2)[C@@H]2N(CCC1=C2N=CN1)C1=NC=CN=C1